CC=1C=C(CNC(C2=CC=NC=C2)=O)C=CC1 N-(3-methylbenzyl)isonicotinamide